ethyl 4-(1,2,3,6-tetrahydropyridin-4-yl)-1H-1,2,3-triazole-5-carboxylate N1CCC(=CC1)C=1N=NNC1C(=O)OCC